FC1(CC(C1)(C1=NN=CN1C)C=1C=C(C=CC1)N1C(C2=CC(=CC(=C2C1)C(F)(F)F)CNC1(CCC1)C)=O)C 2-(3-((1s,3s)-3-fluoro-3-methyl-1-(4-methyl-4H-1,2,4-triazol-3-yl)cyclobutyl)phenyl)-6-(((1-methylcyclobutyl)amino)methyl)-4-(trifluoromethyl)isoindolin-1-one